CC1(COC(OC1)CC1=C(C=CCC1(C)C)C)C=O 5-methyl-2-[(2,6,6-trimethylcyclohexa-1,3-dien-1-yl)methyl]-1,3-dioxane-5-carbaldehyde